C(CO[C@@H]1[C@@H]([C@H]([C@H]([C@H](O1)CO)O[C@@H]2[C@@H]([C@H]([C@@H]([C@H](O2)CO)O[C@H]3[C@@H]([C@H]([C@@H]([C@H](O3)CO)O[C@H]4[C@@H]([C@H]([C@@H]([C@H](O4)C(=O)O)O[C@@H]5[C@@H]([C@H]([C@H]([C@H](O5)CO)O[C@H]6[C@@H]([C@H]([C@@H]([C@H](O6)CO)O)O)O)O)O)O)O)O)O)O)O)O)O)N The molecule is an alpha-D-glucoside that is the 2-aminoethyl glycoside of a hexasaccharide consisting of alpha-D-glucosyl, alpha-D-galactosyl, beta-D-glucuronosyl, beta-D-glucosyl, alpha-D-glucosyl and alpha-D-galactosyl residues, all linked sequentially (1->4). It is an alpha-D-galactoside and a hexasaccharide derivative.